C(C1=CC=CC=C1)OC(C)C=1N=C2N(C=C(C=C2NC2(COC2)C(=O)OC)C2CC2)C1 methyl 3-((2-(1-(benzyloxy)ethyl)-6-cyclopropylimidazo[1,2-a]pyridin-8-yl)amino)oxetane-3-carboxylate